C(N)(=O)C1=CC(=C(C=C1)C1=CC(=CC=C1)CN1[C@H](COCC1)C(=O)N[C@@H](C)C1=CC=C(C(=O)O)C=C1)O 4-((S)-1-((R)-4-((4'-carbamoyl-2'-hydroxy-[1,1'-biphenyl]-3-yl)methyl)morpholine-3-carboxamido)ethyl)benzoic acid